C[C@H]1[C@H](C1)N1C(C(=CC=C1)NC(=O)C1=CC=2C(N=C1)=NNC2)=O N-(1-((1S,2R)-2-methylcyclopropyl)-2-oxo-1,2-dihydropyridin-3-yl)-2H-pyrazolo[3,4-b]Pyridine-5-carboxamide